N1(C=NC=C1)CCSC[C@@H]([C@@H](CSCCN1C=NC=C1)O)O (2r,3s)-1,4-bis(2-imidazol-1-ylethyl-thio)butane-2,3-diol